(R)-2-amino-1-(4-((5R,7R)-7-hydroxy-5-methyl-6,7-dihydro-5H-cyclopenta[d]pyrimidin-4-yl)piperazin-1-yl)-3-(4-(trifluoromethyl)phenyl)propan-1-one N[C@@H](C(=O)N1CCN(CC1)C=1C2=C(N=CN1)[C@@H](C[C@H]2C)O)CC2=CC=C(C=C2)C(F)(F)F